C(#N)C1(CC1)NS(=O)(=O)C=1C=C(C=2N(C1)C(=NC2)C=2SC(=NN2)C(F)(F)F)N2C[C@H](N(CC2)C(C(C)C)=O)C (R)-N-(1-cyanocyclopropyl)-8-(4-isobutyryl-3-methylpiperazin-1-yl)-3-(5-(trifluoromethyl)-1,3,4-thiadiazol-2-yl)imidazo[1,5-a]pyridine-6-sulfonamide